2-[1-(4-amino-3-fluoro-phenyl)-4-hydroxy-4-piperidinyl]acetic acid tert-butyl ester C(C)(C)(C)OC(CC1(CCN(CC1)C1=CC(=C(C=C1)N)F)O)=O